ClC1=C(C(=C(N=N1)NC=1SC2=C(N1)C(=CC=C2)C)C)C N-(6-chloro-4,5-dimethyl-pyridazin-3-yl)-4-methyl-1,3-benzothiazol-2-amine